ClC=1C=C(C(=O)[N-][N+]2=CC=CC=C2)C=C(N1)OC1=CC=C(C=C1)SC(F)(F)F (2-chloro-6-(4-((trifluoromethyl)thio)phenoxy)isonicotinoyl)(pyridin-1-ium-1-yl)amide